C(#C)C=1C(=CC=C2C=C(C=C(C12)C1=C(C=2N=C(N=C(C2C=N1)N1C[C@H]([C@@H](CC1)F)O)OC[C@]12CCCN2C[C@@H](C1)F)F)O)F (3R,4R)-1-[7-(8-ethynyl-7-fluoro-3-hydroxynaphthalen-1-yl)-8-fluoro-2-{[(2R,7aS)-2-fluorotetrahydro-1H-pyrrolizin-7a(5H)-yl]methoxy}pyrido[4,3-d]pyrimidin-4-yl]-4-fluoropiperidin-3-ol